1-(4-(8-amino-3-cyclopropylimidazo[1,5-a]pyrazin-1-yl)-2-fluorophenyl)-3-(3-(tert-butyl)-1-(4-cyanophenyl)-1H-pyrazol-5-yl)urea NC=1C=2N(C=CN1)C(=NC2C2=CC(=C(C=C2)NC(=O)NC2=CC(=NN2C2=CC=C(C=C2)C#N)C(C)(C)C)F)C2CC2